C1(CC1)C1=CC(=NC=2N1N=C(C2)C2=C(C=C(C=C2)N2CC(C2)CC(=O)O)F)C(=O)N2[C@@H](C1=CC=CC=C1CC2)C 2-[1-(4-{7-cyclopropyl-5-[(1R)-1-methyl-1,2,3,4-tetrahydroisoquinoline-2-carbonyl]-pyrazolo[1,5-a]pyrimidin-2-yl}-3-fluorophenyl)azetidin-3-yl]acetic acid